trans-4-[[5-fluoro-4-[3-(3-oxomorpholin-4-yl)phenyl]pyrimidin-2-yl]amino]cyclohexanecarboxylic acid FC=1C(=NC(=NC1)N[C@@H]1CC[C@H](CC1)C(=O)O)C1=CC(=CC=C1)N1C(COCC1)=O